COC1=CC=C(CSC2=CC=C(S2)C2CN(C2)C(=O)OCCCC)C=C1 butyl 3-(5-((4-methoxybenzyl)thio)thiophen-2-yl)azetidine-1-carboxylate